FC1=C(C=C(C=C1)NC(=O)C=1C(=C(N(C1C)C)C(C(=O)NC(C(=O)O)(C)C)=O)C)C 2-(2-(4-((4-fluoro-3-methylphenyl)carbamoyl)-1,3,5-trimethyl-1H-pyrrol-2-yl)-2-oxoacetamido)-2-methylpropanoic acid